ClC1=C(C=CC=C1)[C@]1(C(CCCC1)=O)CNC(OCOC(CC1(COC1)C)=O)=O (2-(3-methyloxetan-3-yl)acetoyloxy)methyl (S)-1-(2-chlorophenyl)-2-oxocyclohexylmethylcarbamate